(S)-N-(4-(3-phenylisoxazolidin-2-yl)-5-(trifluoromethyl)-7H-pyrrolo[2,3-d]pyrimidin-2-yl)-1,2,3,4-tetrahydroisoquinolin-6-amine C1(=CC=CC=C1)[C@H]1N(OCC1)C=1C2=C(N=C(N1)NC=1C=C3CCNCC3=CC1)NC=C2C(F)(F)F